CC1=CC=CC=2N(C(N(C21)C2=NC=C(C=C2)C=2C=NN1C2C=CC=C1)=O)CC(=O)NCC(F)(F)F 2-[4-methyl-2-oxo-3-(5-pyrazolo[1,5-a]pyridin-3-yl-2-pyridyl)benzimidazol-1-yl]-N-(2,2,2-trifluoroethyl)acetamide